tert-butyl 4-[(10S)-4-(2-hydroxyphenyl)-1,5,6,8,12-pentazatricyclo[8.4.0.02,7]tetradeca-2(7),3,5-triene-12-carbonyl]piperazine-1-carboxylate OC1=C(C=CC=C1)C1=CC=2N3CCN(C[C@@H]3CNC2N=N1)C(=O)N1CCN(CC1)C(=O)OC(C)(C)C